(S)-Methyl 2-((4-methoxybenzyl)oxy)propanoate COC1=CC=C(CO[C@H](C(=O)OC)C)C=C1